tert-butyl (RS)-(2-hydroxypent-3-yn-1-yl)carbamate O[C@@H](CNC(OC(C)(C)C)=O)C#CC |r|